5-(6-(3-(3-fluorophenoxy)azetidin-1-yl)pyridin-3-yl)-7-nitroquinoxaline FC=1C=C(OC2CN(C2)C2=CC=C(C=N2)C2=C3N=CC=NC3=CC(=C2)[N+](=O)[O-])C=CC1